5-(2,3-butadien-2-yl)pyrimidine CC(=C=C)C=1C=NC=NC1